(S)-N-(1-(2-chloro-3-(2-methoxyethoxy)phenyl)-1,4,5,7-tetrahydropyrano[3,4-c]pyrazol-4-yl)-5,6,7,8-tetrahydroimidazo[1,5-a]pyridine-1-carboxamide ClC1=C(C=CC=C1OCCOC)N1N=CC2=C1COC[C@H]2NC(=O)C=2N=CN1C2CCCC1